C(C)C(CCCCN)C(CCCCN)CC 5,6-diethyl-1,10-decanediamine